COC1=NC=C(C2=C1N=C(S2)NC(=O)N2CC1(CC2)CCOCC1)C1=NC=CC=C1 8-Oxa-2-aza-spiro[4.5]decane-2-carboxylic acid (4-methoxy-7-pyridin-2-yl-thiazolo[4,5-c]pyridin-2-yl)-amide